ClC=1C(=CC(=C(C1)C1=NNC=C1C1=NC2=CC(=CN=C2C=C1)C1=C2C(=NN1)NCC2)F)F 2-[3-(5-chloro-2,4-difluoro-phenyl)-1H-pyrazol-4-yl]-7-(2,4,5,6-tetrahydropyrrolo[2,3-c]pyrazol-3-yl)-1,5-naphthyridine